4-hydroxy-2,2,6,6-tetramethylpiperidine 1-hydroxybenzoate OC1(C(=O)O)CC=CC=C1.OC1CC(NC(C1)(C)C)(C)C